C(=O)(O)C1=C(C(=CC=C1)C(=O)O)C1=CC=CC=C1 2,6-dicarboxybiphenyl